[Al].[Ni].[Co].[Li] lithium-cobalt-nickel-aluminium